7-(3-fluoro-4-(trifluoromethyl)phenyl)-N-(isoquinolin-6-yl)-5-methyl-2-(5-methyloctahydropyrrolo[3,4-c]pyrrole-2-carbonyl)-4,7-dihydropyrazolo[1,5-a]pyrimidine-6-carboxamide FC=1C=C(C=CC1C(F)(F)F)C1C(=C(NC=2N1N=C(C2)C(=O)N2CC1CN(CC1C2)C)C)C(=O)NC=2C=C1C=CN=CC1=CC2